C1(CC1)C1=NC=NC(=C1C1=NC=C2C(=N1)N(C=1C2=CN(N1)C)CC1=CC=C(C=C1)C=1N(C=C(N1)C(F)(F)F)C(C)C)OC 6-(4-cyclopropyl-6-methoxypyrimidin-5-yl)-8-(4-(1-isopropyl-4-(trifluoromethyl)-1H-imidazol-2-yl)benzyl)-2-methyl-2,8-dihydropyrazolo[4',3':4,5]pyrrolo[2,3-d]pyrimidine